SC=1NC=C(N1)C(=O)OCC Ethyl 2-mercapto-1H-imidazole-4-carboxylate